(R)-4-(3-bromo-7-((methylthio)methyl)pyrazolo[1,5-a]Pyrimidin-5-yl)-3-methylmorpholine BrC=1C=NN2C1N=C(C=C2CSC)N2[C@@H](COCC2)C